(+/-)-N5-(3-aminopropyl)-N7,3-dimethyl-3-phenyl-2,3-dihydrobenzofuran-5,7-dicarboxamide NCCCNC(=O)C=1C=C(C2=C([C@](CO2)(C2=CC=CC=C2)C)C1)C(=O)NC |r|